N-[4-(2-isopropylphenoxy)-5-methoxy-6-(o-tolyl)pyrimidin-2-yl]-1-methyl-pyrazole-4-sulfonamide C(C)(C)C1=C(OC2=NC(=NC(=C2OC)C2=C(C=CC=C2)C)NS(=O)(=O)C=2C=NN(C2)C)C=CC=C1